NC=1C=C(C=CC1O)C(CCCCCC)(CCCCCC)C1=CC(=C(C=C1)O)N 7,7-bis(3-amino-4-hydroxyphenyl)tridecane